COC(=O)C1=NC=CN=C1Cl 3-Chloropyrazine-2-carboxylic acid methyl ester